FC(COC1=NC=CC(=C1)[C@@H](C)NC(=O)NCCC1(CC1)C(F)(F)F)(F)F (R)-1-(1-(2-(2,2,2-Trifluoroethoxy)pyridin-4-yl)ethyl)-3-(2-(1-(trifluoromethyl)cyclopropyl)ethyl)urea